COC(=O)[C@@H]1C[C@H](CCC1)OC=1C(=NC(=CC1)C=1N=NN(C1CN(C)C(=O)OCCCCF)C)C1CC1 (1S,3S)-3-((2-cyclopropyl-6-(5-((((4-fluorobutoxy)carbonyl)(methyl)amino)methyl)-1-methyl-1H-1,2,3-triazol-4-yl)pyridine-3-yl)oxy)cyclohexane-1-carboxylic acid methyl ester